N-(((2S,5R)-6-hydroxy-7-oxo-1,6-diazabicyclo[3.2.1]octan-2-yl)(imino)methyl)pyrimidine-4-carboxamide ON1[C@@H]2CC[C@H](N(C1=O)C2)C(NC(=O)C2=NC=NC=C2)=N